C(CC(=O)O)(=O)O propanedioic acid